OC=1C=CC(=C2C=CC(NC12)=O)[C@H]([C@H](CC)NC(C)C)O |r| (R*,S*)-(±)-8-hydroxy-5-(1-hydroxy-2-((1-methylethyl)amino)butyl)-2(1H)-quinolinone